(E)-4-((6-(3-(2-(thiophen-2-yl)vinyl)-1H-pyrazol-1-yl)tetrahydro-2H-pyran-2-yl)methyl)morpholine S1C(=CC=C1)/C=C/C1=NN(C=C1)C1CCCC(O1)CN1CCOCC1